(S)-6-(8-(3-chlorophenyl)-6-azaspiro[3.4]octane-6-carbonyl)pyrazin-2(1H)-one ClC=1C=C(C=CC1)[C@@H]1CN(CC12CCC2)C(=O)C2=CN=CC(N2)=O